4-(2-chlorophenyl)-2-(dimethylamino)-5H-naphtho[1,2-d]imidazol-5-one ClC1=C(C=CC=C1)C=1C(C2=CC=CC=C2C2=NC(=NC21)N(C)C)=O